NC1=NC=CC=C1C1=NC=2C(=NC(=CC2)C2=CC=CC=C2)N1C1=CC=C(CN2CCC3(CCN(C3)C(=O)OC(C)(C)C)CC2)C=C1 tert-Butyl 8-(4-(2-(2-aminopyridin-3-yl)-5-phenyl-3H-imidazo[4,5-b]pyridin-3-yl)benzyl)-2,8-diazaspiro[4.5]decane-2-carboxylate